C(=O)(OC(C)(C)C)N[C@@H](CCCCNC(=O)OCC1C2=CC=CC=C2C2=CC=CC=C12)C(=O)O N-Boc-N'-Fmoc-Lysine